FC(C=1C=C(C=C(C1)C(F)(F)F)OC=1C=C2C(C(=CN(C2=CC1)CC)C(=O)O)=O)(F)F 6-(((3,5-bis(trifluoromethyl)phenyl))oxy)-1-ethyl-4-oxo-1,4-dihydroquinoline-3-carboxylic acid